2-[1-[6-Methyl-2-(2-methylindazol-7-yl)-4-oxo-chromen-8-yl]ethylamino]benzoic acid CC=1C=C2C(C=C(OC2=C(C1)C(C)NC1=C(C(=O)O)C=CC=C1)C1=CC=CC2=CN(N=C12)C)=O